NC=1C=2O[C@@H](C3=CC(=CC=C3C=3N=CC=CC3CN3N=CC(=C3C(=CN1)C2)C#N)F)C (20R)-23-amino-17-fluoro-20-methyl-21-oxa-5,6,12,24-tetraazapentacyclo[20.3.1.02,6.08,13.014,19]hexacosa-1(25),2,4,8(13),9,11,14,16,18,22(26),23-undecaene-3-carbonitrile